9-(4-(1,5-dimethyl-1H-pyrazol-4-yl)benzyl)-2-(2-isopropylphenyl)-7,9-dihydro-8H-purin-8-one CN1N=CC(=C1C)C1=CC=C(CN2C3=NC(=NC=C3NC2=O)C2=C(C=CC=C2)C(C)C)C=C1